C(C)(C)(C)OC(=O)N1C2CC(CC1C(C2)(F)F)=NO rac-6,6-difluoro-3-(hydroxyimino)-8-azabicyclo[3.2.1]octane-8-carboxylic acid tert-butyl ester